C(C)(C)C1=CC=C(C=C1)C 1-isopropyl-4-methyl-benzene